tert-butyl ((R)-5-((S)-3-amino-1,1,1-trifluoro-2-hydroxypropan-2-yl)-7-(4-fluorophenyl)-3-methyl-2,3-dihydrofuro[2,3-c]pyridin-3-yl)carbamate NC[C@](C(F)(F)F)(O)C=1C=C2C(=C(N1)C1=CC=C(C=C1)F)OC[C@]2(C)NC(OC(C)(C)C)=O